imidazo[1,2-a]pyridin-8-carbonitril N=1C=CN2C1C(=CC=C2)C#N